NC1=C(C(=NN1C1C(CNCC1)(F)F)C1=CC=C(C=C1)CNC(C1=C(C=CC(=C1)F)OC)=O)C(=O)N 5-Amino-1-(3,3-difluoro-4-piperidinyl)-3-[4-[[(5-fluoro-2-methoxybenzoyl)amino]methyl]phenyl]pyrazole-4-carboxamide